3-(4-(((5-methoxy-1,2,3,4-tetrahydronaphthalen-2-yl)(propyl)amino)methyl)piperidine-1-carbonyl)benzamide COC1=C2CCC(CC2=CC=C1)N(CCC)CC1CCN(CC1)C(=O)C=1C=C(C(=O)N)C=CC1